ClC1=CC=C(C=C1)C1=C(SC=2N1C(C=CN2)=O)C2=NC(=NC=C2)NC=2C=C(C=CC2)S(=O)(=O)N 3-{4-[3-(4-Chloro-phenyl)-5-oxo-5H-thiazolo[3,2-a]pyrimidin-2-yl]-pyrimidin-2-ylamino}-benzenesulfonamide